N-{3-[2-(4-{3-[(3-fluoro-2-methoxyphenyl)amino]-4-oxo-1H,5H,6H,7H-pyrrolo[3,2-c]pyridin-2-yl}pyridin-3-yl)ethynyl]oxetan-3-yl}prop-2-enamide FC=1C(=C(C=CC1)NC1=C(NC2=C1C(NCC2)=O)C2=C(C=NC=C2)C#CC2(COC2)NC(C=C)=O)OC